(R)-2-(3-(6-bromopyridin-2-yl)-6,7-dihydro-5H-pyrrolo[2,1-c][1,2,4]triazol-5-yl)acetonitrile BrC1=CC=CC(=N1)C=1N2C(=NN1)CC[C@@H]2CC#N